calcium pimelate, calcium salt [Ca+2].C(CCCCCC(=O)[O-])(=O)[O-].[Ca+2].C(CCCCCC(=O)[O-])(=O)[O-]